FC(OC1=CC(=C(C=C1NC1=NC=CC(=N1)N1CC2(C3=NC(=CC=C31)C)CCCC2)NC(C=C)=O)N(C)CCN(C)C)F N-(4-(difluoromethoxy)-2-((2-(dimethylamino)ethyl)(methyl)amino)-5-((4-(5'-methylspiro[cyclopentane-1,3'-pyrrolo[3,2-b]pyridin]-1'(2'H)-yl)pyrimidin-2-yl)amino)phenyl)acrylamide